FC(C1=CC=C(C=C1)CCOC(NC1=CC=C(C=C1)[C@@H]1CNCC1)=O)(F)F |r| (RS)-(4-Pyrrolidin-3-yl-phenyl)-carbamic acid 2-(4-trifluoromethyl-phenyl)-ethylester